CN1N=CC2=CC=C(C=C12)C=1C2=C(NN1)C1=C(C2)SC(=C1)C1=CC=C(CN2CCOCCC2)C=C1 4-(4-(3-(1-methyl-1H-indazol-6-yl)-1,4-dihydrothieno[2',3':4,5]cyclopenta[1,2-c]pyrazol-6-yl)benzyl)-1,4-oxazepane